2,3-Dimethyl-5-(4,4,5,5-tetramethyl-1,3,2-dioxaborolan-2-yl)pyridine CC1=NC=C(C=C1C)B1OC(C(O1)(C)C)(C)C